1-[4-(6-benzyloxy-3,4-dihydronaphthalen-1-yl)-3-fluoro-phenyl]-4-(dimethoxymethyl)piperidine C(C1=CC=CC=C1)OC=1C=C2CCC=C(C2=CC1)C1=C(C=C(C=C1)N1CCC(CC1)C(OC)OC)F